C1(=CC=CC=C1)C1=NC(=CC(=C1)C1=CC=CC=C1)C(F)(F)F 2,4-diphenyl-6-trifluoromethylpyridine